(5-hydroxyethyl-2-methyl-1,4-dioxolane) 2-methyl-acrylate CC(C(=O)O)=C.OCCC1OCC(O1)C